C(C)OCC1=NN=C(S1)C1=CC(=C(C(=O)N([C@H]2CNCCC2)C2=NC=CC3=CC(=CC(=C23)C)F)C=C1)F (R)-4-(5-(ethoxymethyl)-1,3,4-thiadiazol-2-yl)-2-fluoro-N-(6-fluoro-8-methylisoquinolin-1-yl)-N-(piperidin-3-yl)benzamide